N-(3-(3-Isopropyl-4-oxo-3,4-dihydrophthalazin-1-yl)phenyl)ethanesulfonamide C(C)(C)N1N=C(C2=CC=CC=C2C1=O)C=1C=C(C=CC1)NS(=O)(=O)CC